ClC=1C=NC(=C(C(=O)NC2CCC(CC2)CN2C(N(C3=C2C=CC=C3)C=3C=NC(=CC3C)OC)=O)C1)C 5-chloro-N-((1r,4r)-4-((3-(6-methoxy-4-methylpyridin-3-yl)-2-oxo-2,3-dihydro-1H-benzo[d]imidazol-1-yl)methyl)cyclohexyl)-2-methylnicotinamide